N-[1-(2-methoxypyridin-4-yl)-1H-indazol-4-yl]benzamide COC1=NC=CC(=C1)N1N=CC2=C(C=CC=C12)NC(C1=CC=CC=C1)=O